FC(C1CCC(CC1)C=O)(F)F 4-(trifluoromethyl)cyclohexanecarboxaldehyde